(1S,3aR,6aS)-2-(2-((2-(tert-butyl)phenyl)amino)-2-oxoacetyl)-N-((S)-3-oxo-1-((S)-2-oxopyrrolidin-3-yl)-4-(trifluoromethoxy)butan-2-yl)octahydrocyclopenta[c]pyrrole-1-carboxamide C(C)(C)(C)C1=C(C=CC=C1)NC(C(=O)N1[C@@H]([C@@H]2[C@H](C1)CCC2)C(=O)N[C@@H](C[C@H]2C(NCC2)=O)C(COC(F)(F)F)=O)=O